(R)-(2-(benzofuran-3-yl)-1-(2-oxo-2-((1-methyl-2-oxo-1,2-dihydropyridin-3-yl)amino)acetamido)ethyl)boronic acid O1C=C(C2=C1C=CC=C2)C[C@H](NC(C(NC=2C(N(C=CC2)C)=O)=O)=O)B(O)O